4,5-dichloro-4,5-dimethyl-1,3-dioxolan-2-one ClC1(OC(OC1(C)Cl)=O)C